CC/C=C\\C[C@H]1[C@H](C=CC1=O)CCCCCCCC(=O)O The molecule is an unsaturated fatty acid, a carbocyclic fatty acid and an oxo carboxylic acid. It is a conjugate acid of a (15Z)-12-oxophyto-10,15-dienoate.